tetrakis(8-methylnonyl) 3,3',3'',3'''-(((methylazanediyl) bis(propane-3,1-diyl)) bis(azanetriyl))tetrapropionate CN(CCCN(CCC(=O)OCCCCCCCC(C)C)CCC(=O)OCCCCCCCC(C)C)CCCN(CCC(=O)OCCCCCCCC(C)C)CCC(=O)OCCCCCCCC(C)C